FC1=CC=C(C=C1)N1CCN(C2=CC=CC=C12)C(=O)NCC1CN(CC1)C 4-(4-fluorophenyl)-N-((1-methylpyrrolidin-3-yl)methyl)-3,4-dihydroquinoxaline-1(2H)-carboxamide